azepine-3-carboxamide N1C=C(C=CC=C1)C(=O)N